C1(=CCCCC1)C1C2C=CC(C1)C2 5-cyclohexenylbicyclo[2.2.1]hepta-2-ene